bis(4-aminophenyl)-N-phenylamine NC1=CC=C(C=C1)N(C1=CC=CC=C1)C1=CC=C(C=C1)N